(4-(benzofuran-7-yl)thiophen-2-yl)-3-oxopropanoic acid methyl ester COC(C(C=O)C=1SC=C(C1)C1=CC=CC=2C=COC21)=O